n-Hexadecyl octadecyl ketone C(CCCCCCCCCCCCCCCCC)C(=O)CCCCCCCCCCCCCCCC